C(C)C(COC=1C=C(C=C(C1OCC(CCCC)CC)OCC(CCCC)CC)CO)CCCC (3,4,5-Tris((2-ethylhexyl)oxy)phenyl)methanol